COC1=CC(=NC=C1C(=O)O)N1N=CC=C1 4-methoxy-6-(1H-pyrazol-1-yl)nicotinic acid